(+)-6-{2-(4-fluorophenyl)-6-[(4-methylpiperazin-1-yl)methyl]-4,5,6,7-tetrahydropyrazolo[1,5-a]pyrimidin-3-yl}-2-(2-methylphenyl)pyridazin-3(2H)-one FC1=CC=C(C=C1)C1=NN2C(NCC(C2)CN2CCN(CC2)C)=C1C=1C=CC(N(N1)C1=C(C=CC=C1)C)=O